C(C1=CC=CC=C1)=C1C(NCS1)=O 5-benzylidenethiazolidin-4-one